C(CC(=O)[O-])C(CC(=O)C(=O)[O-])O The molecule is a dicarboxylic acid dianion obtained by deprotonation of both carboxy groups of 4-hydroxy-2-oxoheptanedioic acid. It derives from a pimelate(2-). It is a conjugate base of a 4-hydroxy-2-oxoheptanedioic acid. It is a tautomer of a 2,4-dihydroxyhept-2-enedioate.